FC1=C(C(=O)O)C(=CC=C1)C 2-fluoro-6-methylbenzoic acid